FC1([C@@H]([C@H](CCC1)N1N=NC(=C1)CC(C)C)N)F (1R,6S)-2,2-difluoro-6-[4-(2-methylpropyl)-1H-1,2,3-triazol-1-yl]cyclohexan-1-amine